dihexadecyl-4,4'-bipyridinium Dibromide [Br-].[Br-].C(CCCCCCCCCCCCCCC)[N+]1=CC=C(C=C1)C1=CC=[N+](C=C1)CCCCCCCCCCCCCCCC